4-hydroxy-7-(pyrrolidine-1-yl)-2H-chromen-2-one OC1=CC(OC2=CC(=CC=C12)N1CCCC1)=O